FC1=CC(=C(C=C1)C1=CC(=CC=C1)C=1OC2=C(N1)C=CC(=C2)C=O)C2=NN=CN2C 2-(4'-Fluoro-2'-(4-methyl-4H-1,2,4-triazol-3-yl)-[1,1'-biphenyl]-3-yl)benzo[d]oxazole-6-carbaldehyde